CC1=CC=C(C=C1)S(=O)(=O)OCCOCCOCCOC 2-(2-(2-methoxyethoxy)ethoxy)ethyl 4-methylbenzenesulfonate